FC(C1(CC1)NC(O[C@H]1CO[C@H](C1)C1=CC(=NN1)NC=1C=2N(C=CN1)N=C(C2)COC)=O)(F)F (3R,5R)-5-(3-((2-(methoxymethyl) pyrazolo[1,5-a]pyrazin-4-yl)amino)-1H-pyrazol-5-yl)tetrahydrofuran-3-yl (1-(trifluoromethyl) cyclopropyl)carbamate